3-(6-amino-2-fluoro-8-((3-fluoro-6-iodo-2,3-dihydro-1H-inden-5-yl)methyl)-9H-purin-9-yl)-N-cyclopropylpropane-1-sulfonamide NC1=C2N=C(N(C2=NC(=N1)F)CCCS(=O)(=O)NC1CC1)CC=1C=C2C(CCC2=CC1I)F